CN(C(CCCC1=NN2C(CNCCC2)=C1)=O)C N,N-dimethyl-4-(5,6,7,8-tetrahydro-4H-pyrazolo[1,5-a][1,4]diazepin-2-yl)butanamide